ClC=1C(=C(C=CC1B1OC(C(O1)(C)C)(C)C)[C@@H](C)NC(OC(C)(C)C)=O)C tert-butyl (R)-(1-(3-chloro-2-methyl-4-(4,4,5,5-tetramethyl-1,3,2-dioxaborolan-2-yl)phenyl)ethyl)carbamate